COC=1C=C(C=CC1)C(C)N 1-(3-methoxyphenyl)ethylamine